C(CN1C(=NC2=C1C=CC(=C2OC)C(N)=O)C2=C(C(=O)O)C=CC=C2)N2C(=NC1=C2C=CC(=C1OC)C(N)=O)C1=C(C(=O)O)C=CC=C1 4-2,2'-(ethane-1,2-diylbis(5-carbamoyl-4-methoxy-1H-benzo[d]imidazole-1,2-diyl))dibenzoic acid